BrC1=NN=C2N1CCN(C2=O)C 3-bromo-7-methyl-6,7-dihydro-[1,2,4]triazolo[4,3-a]pyrazin-8(5H)-one